C(C)N1C(=NC2=C(C1=O)C=NN2C2OCCCC2)N2CC1(CN(C1)C=1SC(=NN1)C(F)(F)F)CC2 5-ethyl-1-(tetrahydro-2H-pyran-2-yl)-6-(2-(5-(trifluoromethyl)-1,3,4-thiadiazol-2-yl)-2,6-diazaspiro[3.4]octan-6-yl)-1,5-dihydro-4H-pyrazolo[3,4-d]pyrimidin-4-one